[13C](C(=O)C)(=O)O.F[C@@H]1[C@@H](C1)NC(C1=CC=CC=C1OC)=O N-((1R,2S)-2-fluorocyclopropyl)-6-methoxybenzamide [1-13C]Pyruvate